N[C@@H]1C2=CC=CC=C2CC12CCN(CC2)C2=C(C(N(C(=N2)C)C2=C(C(=C(C=C2)F)Cl)Cl)=O)C 6-[(1S)-1-amino-1,3-dihydrospiro[indene-2,4'-piperidin]-1'-yl]-3-(2,3-dichloro-4-fluorophenyl)-2,5-dimethyl-3,4-dihydropyrimidin-4-one